C(\C=C/C(=O)O)(=O)O.ClC=1C=C(OC2=CC=NC3=CC(=C(C=C23)C(=O)N)OC)C=CC1NC(=O)NCC 4-(3-Chloro-4-(ethylaminocarbonyl)aminophenoxy)-7-methoxy-6-quinolinecarboxamide maleate salt